(E)-3-(4-chloro-2-fluoro-phenyl)prop-2-enoyl chloride ClC1=CC(=C(C=C1)/C=C/C(=O)Cl)F